2-([1,1'-biphenyl]-2-yl)-4-(4-(3-(6-([1,1'-biphenyl]-4-yl)-2-phenylpyrimidin-4-yl)phenyl)pyridin-2-yl)-6-phenyl-1,3,5-triazine C1(=C(C=CC=C1)C1=NC(=NC(=N1)C1=NC=CC(=C1)C1=CC(=CC=C1)C1=NC(=NC(=C1)C1=CC=C(C=C1)C1=CC=CC=C1)C1=CC=CC=C1)C1=CC=CC=C1)C1=CC=CC=C1